N-tert-butoxycarbonyl-2-chloropyrrolidine C(C)(C)(C)OC(=O)N1C(CCC1)Cl